2-((tert-butyldimethylsilyloxy)methyl)-3-cyclopropyl-5,6-dihydropyridine-1(2H)-carboxylic acid tert-butyl ester C(C)(C)(C)OC(=O)N1C(C(=CCC1)C1CC1)CO[Si](C)(C)C(C)(C)C